5'-bromo-2,2-dimethylspiro[cyclopropane-1,3'-pyrrolo[2,3-b]pyridin]-2'(1'H)-one BrC=1C=C2C(=NC1)NC(C21C(C1)(C)C)=O